C1(CC1)C1=NC=NC(=C1C1=NC=CC(=C1F)N)OC 2-(4-cyclopropyl-6-methoxy-pyrimidin-5-yl)-3-fluoro-pyridin-4-amine